N-[3-(tert-butylsulfamoyl)-4-[2-(4-nitrophenyl)thiazol-5-yl]phenyl]acetamide C(C)(C)(C)NS(=O)(=O)C=1C=C(C=CC1C1=CN=C(S1)C1=CC=C(C=C1)[N+](=O)[O-])NC(C)=O